S-methylisothiourea CSC(N)=N